ClC=1N=C(C=2NC=3C=CC(=CC3C2N1)Cl)N(CCCP(OCC)(OCC)=O)C diethyl (3-((2,8-dichloro-5H-pyrimido[5,4-b]indol-4-yl)(methyl)amino)propyl)phosphonate